8-cyclopentyl-7-oxa-2-((1-(vinylsulfonyl)piperidin-4-yl)amino)-7,8-dihydropyrido[2,3-d]pyrimidine-6-carbonitrile C1(CCCC1)N1OC(=CC2=C1N=C(N=C2)NC2CCN(CC2)S(=O)(=O)C=C)C#N